C(C)(C)C1=C(C(=CC=C1)C(C)C)N1CNCC1 1-(2,6-diisopropylphenyl)imidazolidine